2-(4-(ethylsulfonyl)phenyl)-N-(6-(1-(1-Methyl-1H-pyrazol-4-yl)cyclopropane-1-carbonyl)pyridin-3-yl)acetamide C(C)S(=O)(=O)C1=CC=C(C=C1)CC(=O)NC=1C=NC(=CC1)C(=O)C1(CC1)C=1C=NN(C1)C